3-(3-Bromopropyl)-1-[4-(3-chlorophenyl)thiazol-2-yl]-1-[3-(trifluoromethyl)phenyl]Urea BrCCCNC(N(C1=CC(=CC=C1)C(F)(F)F)C=1SC=C(N1)C1=CC(=CC=C1)Cl)=O